(R)-nitrogen (6-fluoro-6,7-dihydro-5H-cyclopenta[B]pyridine) FC1CC=2C(=NC=CC2)C1.[N]